C(C)(C)(C)OC(=O)N[C@H](C(=O)N[C@@H](CC1=CC=C(C=C1)NS(=O)(=O)O)C=1SC=C(N1)CC)CC1=CC=CC=C1 4-{(S)-2-[(S)-2-(tert-butoxycarbonylamino)-3-phenylpropionylamino]-2-(4-ethylthiazol-2-yl)ethyl}phenylaminosulfonic acid